N-(6-amino-hexyl)-3-aminopropyltrimethoxysilane NCCCCCCNCCC[Si](OC)(OC)OC